4-isobutyrylPiperazine-1-carboxamide C(C(C)C)(=O)N1CCN(CC1)C(=O)N